(3S,4R)-tridecane-3,4-diol CC[C@@H]([C@@H](CCCCCCCCC)O)O